C(C=C)(=O)OCCC[Si](O[Si](C)(C)C)(O[Si](C)(C)C)O[Si](C)(C)C (gamma-acryloxypropyl)tris(trimethylsiloxy)silane